COC1=C(CNC2=C3NC(N(C3=NC=N2)CCOC2=CC=C(C#N)C=C2)=O)C=CC(=C1)OC 4-(2-(6-((2,4-dimethoxybenzyl)amino)-8-oxo-7,8-dihydro-9H-purin-9-yl)ethoxy)benzonitrile